C(C1=CC=CC=C1)OC1=CC2=C([C@]3([C@@](O2)([C@@H]([C@H]([C@H]3O)C(=O)OC)C3=CC=CC=C3)C3=CC=C(C=C3)OC)O)C(=C1)OC |&1:16,17| methyl (1RS,2RS,3S,3aR,8bS)-6-(benzyloxy)-1,8b-dihydroxy-8-methoxy-3a-(4-methoxyphenyl)-3-phenyl-2,3,3a,8b-tetrahydro-1H-cyclopenta[b]benzofuran-2-carboxylate